C1(CCCCCC1)NC(COC1=CC=C2C=CC(=CC2=C1)C(CC(=O)O)C1=CC2=C(OCO2)C=C1C)=O 3-(7-(2-(cycloheptylamino)-2-oxoethoxy)naphthalen-2-yl)-3-(6-methylbenzo[d][1,3]dioxol-5-yl)propanoic acid